C[C@H]1N(C[C@@H](N(C1)C1=NC=C(C=N1)C(F)(F)F)C)C(=O)Cl (2R,5S)-2,5-dimethyl-4-[5-(trifluoromethyl)pyrimidin-2-yl]piperazine-1-carbonyl chloride